N1N=NC(=C1)C#CC1=C(C=2C(=NCC=3N(C2S1)C(=NN3)C)C3=CC=C(C=C3)Cl)C 2-((1H-1,2,3-triazol-4-yl)ethynyl)-4-(4-chlorophenyl)-3,9-dimethyl-6H-thieno[3,2-f][1,2,4]triazolo[4,3-a][1,4]diazepine